ClC=1C=C(C=CC1F)C1=CC(=CC=C1)[C@H](C(=O)N1CC2=C(N=C(NC2=O)C2(CC2)C2=CC=CC=C2)CC1)O (R)-6-(2-(3'-chloro-4'-fluoro-[1,1'-biphenyl]-3-yl)-2-hydroxyacetyl)-2-(1-phenylcyclopropyl)-5,6,7,8-tetrahydropyrido[4,3-d]pyrimidin-4(3H)-one